3-iodo-indole-5-carboxylic acid IC1=CNC2=CC=C(C=C12)C(=O)O